2',3'-dideoxy-5-fluoro-3'-thiacytidine-triphosphate P(O)(=O)(OP(=O)(O)OP(=O)(O)O)OC[C@@H]1SC[C@@H](O1)N1C(=O)N=C(N)C(=C1)F